NC1=C(C=C(C(=N1)N1C=C(C(C2=CC(=C(C(=C12)Cl)N1CC(C1)O)F)=O)C(=O)[O-])F)F 1-(6-amino-3,5-difluoropyridin-2-yl)-8-chloro-6-fluoro-1,4-dihydro-7-(3-hydroxyazetidin-1-yl)-4-oxo-3-quinolinecarboxylate